(1s,2r)-N-[2-(3,4-dichlorophenyl)ethyl]-N-methyl-2-(1-pyrrolidinyl)cyclohexylamine ClC=1C=C(C=CC1Cl)CCN(C)[C@@H]1[C@@H](CCCC1)N1CCCC1